ClC=1C=NC(=NC1)N1CCC(CC1)CCCOCC1=CC(=C(C=C1)CC(=O)N1CC(C1)CNC[C@@H]([C@H]([C@@H]([C@@H](CO)O)O)O)O)F 2-[4-[3-[1-(5-chloropyrimidin-2-yl)-4-piperidyl]propoxymethyl]-2-fluoro-phenyl]-1-[3-[[[(2S,3R,4R,5R)-2,3,4,5,6-pentahydroxyhexyl]amino]methyl]azetidin-1-yl]ethanone